Mercury ((o-carboxyphenyl)thio)ethyl-sodium salt C(=O)([O-])C1=C(C=CC=C1)SCC[Na].[Hg+]